C(#N)CCP(O)(N(C(C)C)C(C)C)OC[C@@H]1CC[C@@H](O1)N1C=NC=2C(N)=NC=NC12 2',3'-dideoxyadenosine 5'-(2-cyanoethyl)-N,N-diisopropyl-Phosphoramidite